C(CCC)C1=NN(C(=C1O)CC)CCC Butyl-5-ethyl-4-hydroxy-1-n-propyl-pyrazol